ClC=1C=C(C=CC1OCC1=NC=CC=C1C#N)NC1=NC=CC(=N1)C=1C=C(C2=C(N(C(=N2)C)C(C)C)C1)F N-(3-chloro-4-((3-cyanopyridin-2-yl)methoxy)phenyl)-4-(4-fluoro-1-isopropyl-2-methyl-1H-benzimidazol-6-yl)pyrimidin-2-amine